NC1=C2N=CN(C2=NC=N1)[C@H]1[C@H]([C@@H]([C@](O1)(CO)CC)O)F (2R,3R,4S,5R)-5-(6-amino-9H-purin-9-yl)-2-ethyl-4-fluoro-2-(hydroxymethyl)tetrahydrofuran-3-ol